BrC1=CC(=C2C(=NC(C2=C1)=O)C)CC=O 2-(6-bromo-3-methyl-1-oxoisoindol-4-yl)acetaldehyde